N-(3-(((R)-pyrrolidin-3-yl)methyl)-3-azabicyclo[3.1.0]hexane-6-yl)ethanesulfonamide hydrochloride Cl.N1C[C@@H](CC1)CN1CC2C(C2C1)NS(=O)(=O)CC